C(C)CS(=O)(=O)[CH2+] 1-ethylmethylsulfonylmethylium